ClC=1N=CC=C2C1N(C(=C2)C2=NC1=C(N2C)C(=CC(=C1)C(=O)OC)F)CC1CC1 methyl 2-(7-chloro-1-(cyclopropylmethyl)-1H-pyrrolo[2,3-c]pyridin-2-yl)-7-fluoro-1-methyl-1H-benzo[d]imidazole-5-carboxylate